tert-butyl(3-(4-(2-(4-((2-(1-ethoxyvinyl)pyrimidin-4-yl)methoxy)phenyl)propane-2-yl)phenoxy)propyl)carbamate C(C)(C)(C)OC(NCCCOC1=CC=C(C=C1)C(C)(C)C1=CC=C(C=C1)OCC1=NC(=NC=C1)C(=C)OCC)=O